C(C=C)[Si]1(CCCCC1)CC=C 1,1-diallyl-1-silacyclohexane